4-(4-cyano-2-((3-cyanopyridin-2-yl)amino)phenyl)piperazine-1-carboxylic acid tert-butyl ester C(C)(C)(C)OC(=O)N1CCN(CC1)C1=C(C=C(C=C1)C#N)NC1=NC=CC=C1C#N